FC1=CC=C(C=C1)C1=CC=C(C(N1)=O)C(=O)N1CC(C(=CC1)C1=C2C(=NC(=C1)NC(=O)C1CC1)NC=C2)C N-(4-(1-(6-(4-fluorophenyl)-2-oxo-1,2-dihydropyridine-3-carbonyl)-3-methyl-1,2,3,6-tetrahydropyridin-4-yl)-1H-pyrrolo[2,3-b]pyridin-6-yl)cyclopropylcarboxamide